6-Chloropyrazine-2-carbonylchloride ClC1=CN=CC(=N1)C(=O)Cl